CC1(C(COC1)NC(=O)N1C[C@H]2CC[C@@H](C1)N2C2=NC(=NC1=CC(=CC=C21)C2=CC(=CC1=CC=CC=C21)O)OC[C@H]2N(CCC2)C)C (1R,5S)-N-(4,4-dimethyltetrahydrofuran-3-yl)-8-(7-(3-hydroxynaphthalen-1-yl)-2-(((S)-1-methylpyrrolidin-2-yl)methoxy)quinazolin-4-yl)-3,8-diazabicyclo[3.2.1]octane-3-carboxamide